1-(4-(4-(benzo[d]oxazol-2-yl-thio)butoxy)phenyl)-3-(3-fluorophenyl)-2-propen-1-one O1C(=NC2=C1C=CC=C2)SCCCCOC2=CC=C(C=C2)C(C=CC2=CC(=CC=C2)F)=O